C(C)OC=1C=C(C=CC1C=1NC(C2=C(N1)NN=N2)=O)C2=CC(=CC=C2)CCC(=O)O 3-(3'-ethoxy-4'-(7-oxo-6,7-dihydro-3H-[1,2,3]triazolo[4,5-d]pyrimidin-5-yl)-[1,1'-biphenyl]-3-yl)propionic acid